2-[(6-bromo-3-nitropyridin-2-yl)amino]-4-fluoro-6-methoxybenzonitrile BrC1=CC=C(C(=N1)NC1=C(C#N)C(=CC(=C1)F)OC)[N+](=O)[O-]